sodium 3-butene CCC=C.[Na]